3,5-Di-n-butyl-4-hydroxy-1-isopropyl-pyrazol C(CCC)C1=NN(C(=C1O)CCCC)C(C)C